CC1(OB(OC1(C)C)[C@H]1[C@@H](C1)C#N)C |r| (±)-trans-2-(4,4,5,5-tetramethyl-1,3,2-dioxaborolan-2-yl)cyclopropanecarbonitrile